hexyldecyl octanate C(CCCCCCC)(=O)OC(CCCCCCCCC)CCCCCC